5-(4-((5-chloro-2-methyl-3-oxo-4H-quinoxalin-6-yl)methyl)piperazin-1-yl)-6-fluoro-N-(methyl-d3)pyridine-2-carboxamide ClC1=C2NC(C(=NC2=CC=C1CN1CCN(CC1)C=1C=CC(=NC1F)C(=O)NC([2H])([2H])[2H])C)=O